The molecule is a tryptamine alkaloid that is N,N-dimethyltryptamine substituted by a methoxy group at position 5. It has a role as a hallucinogen and a plant metabolite. It is a tryptamine alkaloid, an aromatic ether and a tertiary amino compound. It derives from a bufotenin. CN(C)CCC1=CNC2=C1C=C(C=C2)OC